4-([1,1'-biphenyl]-3-yl)-6-phenyl-1,3,5-triazin C1(=CC(=CC=C1)C1=NC=NC(=N1)C1=CC=CC=C1)C1=CC=CC=C1